O1C[C@H](CC1)NC1=NN=C(C=2N1C=CC2)C2=C(C=C(C=C2)C(F)(F)F)O 2-(4-{[(3S)-oxolan-3-yl]amino}pyrrolo[1,2-d][1,2,4]triazin-1-yl)-5-(trifluoromethyl)phenol